NCC=1C=C(C=CC1)C1=CC(=CC=2C=COC21)COC2=C(C=CC(=C2)CNC(=O)OC(C)C)CC(=O)OCC ethyl 2-(2-((7-(3-(aminomethyl)phenyl)benzofuran-5-yl)methoxy)-4-((isopropoxycarbonylamino)methyl)phenyl)acetate